OC=1C(=CC2=CC=CC=C2C1)C(=O)N\N=C/C1=C(C=C(C(=C1)O)O)O 3-hydroxy-N-[(Z)-(2,4,5-trihydroxyphenyl)methylideneamino]naphthalene-2-carboxamide